ClC1=C(C=C(C=C1)F)C1(OC(=C(C1=O)O[Si](C)(C)C)N)C 2-(2-chloro-5-fluorophenyl)-2-methyl-4-trimethylsiloxy-5-amino-3(2H)-furanone